C(C=C)[Si](C)(CC=C)CC=C triallyl-(methyl)silane